tert-butyl (3S)-3-[(1R)-2-[[2-[(1-acetylazetidin-3-yl)amino]-6-(1-piperidyl)pyridine-4-carbonyl]amino]-1-hydroxy-ethyl]-7-hydroxy-3,4-dihydro-1H-isoquinoline-2-carboxylate C(C)(=O)N1CC(C1)NC1=NC(=CC(=C1)C(=O)NC[C@@H](O)[C@H]1N(CC2=CC(=CC=C2C1)O)C(=O)OC(C)(C)C)N1CCCCC1